tert-butyl 2-[4-(4-bromophenyl)pyrazol-1-yl]acetate BrC1=CC=C(C=C1)C=1C=NN(C1)CC(=O)OC(C)(C)C